NCCNC(=N)N aminoethyl-guanidine